C1=C(C=[N+](C=C1C(=O)OP(=O)(O)OC[C@@H]2[C@H]([C@H]([C@@H](O2)N3C=NC4=C(N=CN=C43)N)O)O)[C@H]5[C@@H]([C@@H]([C@H](O5)COP(=O)(O)O)O)O)C(=O)O The molecule is an acyclic mixed acid anhydride obtained by condensation of one of the carboxy group of pyridinium-3,5-biscarboxylic acid mononucleotide with the phosphste group of AMP. It is an acyclic mixed acid anhydride, a pyridine nucleotide and an adenosine 5'-phosphate. It derives from an adenosine 5'-monophosphate and a pyridinium-3,5-biscarboxylic acid mononucleotide. It is a conjugate acid of a 5-carboxy-1-(5-O-phosphono-beta-D-ribofuranosyl)pyridinium-3-carbonyl adenylate(3-).